1-[([1,1'-Biphenyl]-2-yl)oxy]-3-(2-methyl-1H-imidazol-1-yl)propan-2-ol tert-butyl-4-(4-(3-(2-ethoxy-2-oxoethyl)phenoxy)butyl)piperazine-1-carboxylate C(C)(C)(C)C1N(CCN(C1)CCCCOC1=CC(=CC=C1)CC(=O)OCC)C(=O)OC(COC1=C(C=CC=C1)C1=CC=CC=C1)CN1C(=NC=C1)C